1-(3-(aminomethyl)phenyl)-N-(3-((cyclopropylmethoxy)(phenyl)methyl)-4-fluorophenyl)-3-(trifluoromethyl)-1H-pyrazole-5-carboxamide NCC=1C=C(C=CC1)N1N=C(C=C1C(=O)NC1=CC(=C(C=C1)F)C(C1=CC=CC=C1)OCC1CC1)C(F)(F)F